(±)-Trans-3-(4-(3-methyl-4-((((R)-1-phenylethoxy)carbonyl)amino)isoxazol-5-yl)phenoxy)cyclohexane-1-carboxylic Acid CC1=NOC(=C1NC(=O)O[C@H](C)C1=CC=CC=C1)C1=CC=C(O[C@@H]2C[C@H](CCC2)C(=O)O)C=C1 |r|